Boc-L-aspartic acid C(=O)(OC(C)(C)C)N[C@@H](CC(=O)O)C(=O)O